CC1(N(CCN(C1)C(=O)C1=CC=C2C(=N1)NC=C2)C(=O)C2=C(C=C(C=C2)OC)F)C ((2R,6R)-dimethyl-4-(1H-pyrrolo[2,3-b]pyridine-6-carbonyl)piperazin-1-yl)(2-fluoro-4-methoxyphenyl)methanone